N-(4-(1-(2-amino-2-methylpropanoyl)piperidin-4-yl)phenyl)-4-fluoroisoindoline-2-carboxamide hydrochloride Cl.NC(C(=O)N1CCC(CC1)C1=CC=C(C=C1)NC(=O)N1CC2=CC=CC(=C2C1)F)(C)C